C(C)(=O)N[C@H](CS)C(=O)O acetyl-D-cystein